(3-bromo-5,6-dihydro[1,2,4]triazolo[4,3-a]pyrazine-7(8H)-yl)(cyclopropyl)methanone BrC1=NN=C2N1CCN(C2)C(=O)C2CC2